C(C)(C)(C)OC(=O)NCCCC(C(=O)[O-])(C(=O)[O-])CCCNC(=O)OC(C)(C)C 2,2-bis(3-((tert-butoxycarbonyl)amino)propyl)malonate